1,3-bis[2,6-bis(1-propylbutyl)phenyl]-4,5-dichloro-2H-imidazole C(CC)C(CCC)C1=C(C(=CC=C1)C(CCC)CCC)N1CN(C(=C1Cl)Cl)C1=C(C=CC=C1C(CCC)CCC)C(CCC)CCC